BrC1=CC=C(C=C1)[C@H]1CNCCC1 (S)-3-(4-bromophenyl)piperidine